6,6-dimethyl-2-norpinen-2-propionaldehyde CC1(C2CC=C(C1C2)CCC=O)C